N1CC(C1)CN1CCC(CC1)CNC(C1=C(C=C(C=C1)NC=1C=2N(C=CN1)C(=CN2)C2=C(C(=C(C=C2)C=2C(=NNC2)C)F)F)CC)=O N-[[1-(azetidin-3-ylmethyl)-4-piperidyl]methyl]-4-[[3-[2,3-difluoro-4-(3-methyl-1H-pyrazol-4-yl)phenyl]imidazo[1,2-a]pyrazin-8-yl]amino]-2-ethyl-benzamide